BrC1=CC=C(C=C1)NC(=N)NC(=N)NC1=CC=C(C=C1)Br 1,5-bis(4-bromophenyl)biguanide